4-Amino-7-bromo-1-(2-methylpyridin-3-yl)-2-oxo-1,2-dihydro-1,8-naphthyridine-3-carboxylic acid methyl ester COC(=O)C=1C(N(C2=NC(=CC=C2C1N)Br)C=1C(=NC=CC1)C)=O